C(C)OCCNC(C(=C)C)=O N-ethoxyEthyl-methacrylamide